tris-(2-ethylhexyl) aconitate C(C=C(C(=O)OCC(CCCC)CC)CC(=O)OCC(CCCC)CC)(=O)OCC(CCCC)CC